tri-heptyl trimellitate C(C=1C(C(=O)OCCCCCCC)=CC(C(=O)OCCCCCCC)=CC1)(=O)OCCCCCCC